FC1=C(C=CC(=C1)[C@@H]1[C@@H](CCC2=CC(=CC=C12)O)C1CCOCC1)N1CCC(CC1)CN1CCN(CC1)C=1C=C2CN(C(C2=CC1)=O)C1CNCCC1 3-(5-(4-((1-(2-Fluoro-4-((1S,2S)-6-hydroxy-2-(tetrahydro-2H-pyran-4-yl)-1,2,3,4-Tetrahydronaphthalen-1-yl)phenyl)piperidin-4-yl)methyl)piperazin-1-yl)-1-oxoisoindolin-2-yl)piperidine